1,2-bis(dicyclohexyl-phosphino)ethane C1(CCCCC1)P(CCP(C1CCCCC1)C1CCCCC1)C1CCCCC1